diisobutyl 3,9-dicyanoperylene-4,10-dicarboxylate C(#N)C=1C=CC=2C3=CC=C(C=4C(=CC=C(C5=CC=C(C1C52)C(=O)OCC(C)C)C43)C#N)C(=O)OCC(C)C